C(CCC)N1C(=NC2=C1C=CC=C2NC2CCCCC2)C(C)C 1-Butyl-N-cyclohexyl-2-isopropyl-1H-benzo[d]imidazol-4-amine